NC=1C=2N(C=CN1)C(=NC2C2=CC=C(C(=O)NC1=NC=CC(=C1)C(F)(F)F)C=C2)[C@H]2N(CCCC2)C(C#CC)=O (S)-4-(8-amino-3-(1-but-2-ynoylpiperidin-2-yl)imidazo[1,5-a]pyrazin-1-yl)-N-(4-(trifluoromethyl)pyridin-2-yl)benzamide